ClC1=NN(C=C1S(=O)(=O)NC=1C=CC(=C2C(=CNC12)C#N)Cl)C(CO)(C)C 3-Chloro-N-(4-chloro-3-cyano-1H-indol-7-yl)-1-(2-hydroxy-1,1-dimethylethyl)pyrazol-4-sulfonamid